C1(C([C-]=CC=C1)C)(C)N xylenidamine